cyclopentadienyl(1,5-dimethylindenyl)zirconium C1(C=CC=C1)[Zr]C=1C(C2=CC=C(C=C2C1)C)C